[N-]=[N+]=[N-].N(=[N+]=[N-])C=1C(OC2=CC(=CC=C2C1)O)=O 3-azido-7-hydroxycoumarin azide